carbonic acid ({(3S)-3-({N-[(4-methoxy-1H-indol-2-yl) carbonyl]-L-leucyl} amino)-2-oxo-4-[(3S)-2-oxopyrrolidin-3-yl] butyl} oxy) methyl ester COC(OOCC([C@H](C[C@H]1C(NCC1)=O)NC([C@@H](NC(=O)C=1NC2=CC=CC(=C2C1)OC)CC(C)C)=O)=O)=O